5-(2-bromoethoxy)-2-[(cis)-3-methyl-3-{[2-(trimethylsilyl)ethoxy]methoxy}cyclobutyl]-7-(trifluoromethyl)-1-{[2-(trimethylsilyl)ethoxy]methyl}-1H-1,3-benzodiazole BrCCOC1=CC2=C(N(C(=N2)C2CC(C2)(OCOCC[Si](C)(C)C)C)COCC[Si](C)(C)C)C(=C1)C(F)(F)F